CNC1=C(C=C(C=C1)C=CC(=O)C1=CC=C(OC(C(=O)O)C)C=C1)[N+](=O)[O-] 2-(4-3-[4-(Methylamino)-3-nitrophenyl]prop-2-enoylphenoxy)propanoic acid